tert-butyl 2-(5-methylpyridin-2-yl)-4-oxo-3-(phenylamino)-1,4,6,7-tetrahydro-5H-pyrrolo[3,2-c]pyridine-5-carboxylate CC=1C=CC(=NC1)C1=C(C=2C(N(CCC2N1)C(=O)OC(C)(C)C)=O)NC1=CC=CC=C1